C1(=CC=CC=C1)CC(O)NO N-(2-phenyl-1-hydroxyl-ethyl)hydroxylamine